o-dichlorobenzene-d4 ClC1=C(C(=C(C(=C1[2H])[2H])[2H])[2H])Cl